triphenylcarbenium tetrakis(pentafluorophenyl)borate FC1=C(C(=C(C(=C1[B-](C1=C(C(=C(C(=C1F)F)F)F)F)(C1=C(C(=C(C(=C1F)F)F)F)F)C1=C(C(=C(C(=C1F)F)F)F)F)F)F)F)F.C1(=CC=CC=C1)[C+](C1=CC=CC=C1)C1=CC=CC=C1